O=C(OCCOCCOCCOCCN(C)C)N(CC1=CC(=CC=C1)OC)CC1=CC=C(C=C1)N(C)C 13-oxo-15-(3-methoxyphenyl)-14-(4-dimethylaminobenzyl)-3,6,9,12-tetraoxa-14-aza-pentadecyl-N,N-dimethylamine